3-(4-chlorophenyl)acrylic acid ClC1=CC=C(C=C1)C=CC(=O)O